(S)-N'-(bis(3-isopropylphenyl)methyl)-2-(8-methoxy-2,4-dioxo-2H-pyrido[2,3-e][1,3]oxazin-3(4H)-yl)-N'-methylpropanehydrazide C(C)(C)C=1C=C(C=CC1)C(N(NC([C@H](C)N1C(OC2=C(C1=O)N=CC=C2OC)=O)=O)C)C2=CC(=CC=C2)C(C)C